N-cetyl-N,N,N-trimethylammonium bromide [Br-].C(CCCCCCCCCCCCCCC)[N+](C)(C)C